NC(CCNC=O)=O N-(3-amino-3-oxo-propyl)formamide